ClC1=C(C=O)C=CC(=C1O)O 2-chloro-3,4-dihydroxybenzaldehyde